CN=C(O)C1C(CC2C(C1)O2)C(=O)O N-methyl-4,5-epoxycyclohexane-1,2-dicarboxylic acid imide